((6-chloro-2,3-dihydrobenzofuran-5-yl)amino)-7-methyl-9-((tetrahydro-2H-pyran-4-yl)methyl)-7,9-dihydro-8H-purin-8-one ClC1=CC2=C(CCO2)C=C1NC1=NC=C2N(C(N(C2=N1)CC1CCOCC1)=O)C